CC1NCCC1C(=O)O 2-methyl-pyrrolidine-3-carboxylic acid